C(C)(C)(C)OC(=O)N1C(CC(CC1)CCOC1=C(C=C(C=C1)N1C2(CCC2)C(N(C1=S)C=1C=NC(=C(C1)C(F)(F)F)C#N)=O)CC)(C)C 4-(2-(4-(7-(6-cyano-5-(trifluoromethyl)pyridin-3-yl)-8-oxo-6-thioxo-5,7-diazaspiro[3.4]oct-5-yl)-2-ethylphenoxy)ethyl)-2,2-dimethylpiperidine-1-carboxylic acid tert-butyl ester